Cl.FC1=NC(=CC(=C1CCN)I)OC 2-(2-fluoro-4-iodo-6-methoxypyridin-3-yl)ethan-1-amine HCl salt